C(C=C)(=O)N1C[C@@H]2COC3=C(C(N2CC1)=O)C(=NC(=C3Cl)C3=C(C=CC=C3O)F)N3C[C@H]1CC[C@@H](C3)O1 (6aR)-8-acryloyl-4-chloro-1-((1R,5S)-8-oxa-3-azabicyclo[3.2.1]oct-3-yl)-3-(2-fluoro-6-hydroxyphenyl)-6,6a,7,8,9,10-hexahydro-12H-pyrazino[2,1-c]pyrido[3,4-f][1,4]oxazepin-12-one